1-(3-fluorophenyl)-3-methyl-1H-indazol-5-amine FC=1C=C(C=CC1)N1N=C(C2=CC(=CC=C12)N)C